N1N=CC2=CC=C(C=C12)CN(C1=CC(=NC=C1)CN1CCCCC1)CC1=CC(=CC=C1)OC N-((1H-indazol-6-yl)methyl)-N-(3-methoxybenzyl)-2-(piperidin-1-ylmethyl)pyridin-4-amine